OC1(CC(C1)(C#N)C)C=1SC2=NC(=CC=C2N1)C1=CC=2C(N=C1)=NN(C2)C trans-3-hydroxy-1-methyl-3-(5-(2-methyl-2H-pyrazolo[3,4-b]pyridin-5-yl)[1,3]thiazolo[5,4-b]pyridin-2-yl)cyclobutanecarbonitrile